(1R)-1,2,3,4-tetrahydronaphthalen-1-amine [C@H]1(CCCC2=CC=CC=C12)N